OC1=C(C=CC(=C1)C=1OC2=CC(=CC=C2C(C1O)=O)O)[O-] 2-hydroxy-4-(3,7-dihydroxy-4-oxo-4H-chromen-2-yl)phenolate